The molecule is conjugate base of 2,2'-iminodipropanoic acid having both carboxy groups in anionic form and the nitrogen protonated. It is a conjugate base of a 2,2'-iminodipropanoic acid. CC(C(=O)[O-])[NH2+]C(C)C(=O)[O-]